4-METHYL-2,6-PYRIDINEDICARBOXALDEHYDE CC1=CC(=NC(=C1)C=O)C=O